5-(3-isopropyl-5-(1-((1-methyl-1H-pyrazol-4-yl)methyl)piperidin-4-yl)-1H-indol-2-yl)-1,3-dimethylpyridin-2(1H)-one C(C)(C)C1=C(NC2=CC=C(C=C12)C1CCN(CC1)CC=1C=NN(C1)C)C=1C=C(C(N(C1)C)=O)C